COC[C@@H]1[C@@H]([C@@H]([C@H]([C@H](O1)OC[C@@H]([C@@H]([C@@H](CCCCCCCCCCCCCC)O)O)NC(=O)NCCCCCCCCCCCCCCCCCCCCCCCC)O)O)O (2S,3S,4R)-1-(6-O-methyl-α-D-galactopyranosyloxy)-2-(tetracosanylureido)-3,4-octadecanediol